3-bromo-4-(4-(methylsulfonyl)phenyl)-1-propyl-1,5-dihydro-2H-pyrrol-2-one BrC=1C(N(CC1C1=CC=C(C=C1)S(=O)(=O)C)CCC)=O